C(C1=CC=CC=C1)=C1C(C2=CC=CC=C2C1=O)=O 2-benzylideneindene-1,3-dione